(R)-3-(6-(3-(4-Methoxybenzyl)ureido)-1-(6-(3-methoxy tetrahydrofuran-3-yl)-4-methylpyridin-2-yl)-1H-pyrazolo[4,3-c]pyridin-3-yl)cyclobutyl methanesulfonate CS(=O)(=O)OC1CC(C1)C1=NN(C2=C1C=NC(=C2)NC(=O)NCC2=CC=C(C=C2)OC)C2=NC(=CC(=C2)C)[C@]2(COCC2)OC